OC=1C=CC(=NC1)C(=O)NC 5-hydroxy-N-methyl-pyridine-2-carboxamide